CC=1C=CC(=NC1OCC(F)(F)F)CNC(=O)NC1CC2(C1)CCC2 1-[5-methyl-6-(2,2,2-trifluoro-ethoxy)-pyridin-2-ylmethyl]-3-spiro[3.3]hept-2-yl-urea